(E)-N-[2-(3-benzyloxy-2-fluoro-4-methoxy-phenyl)ethyl]-3-(6-methyl-1,3-benzodioxol-5-yl)prop-2-enamide C(C1=CC=CC=C1)OC=1C(=C(C=CC1OC)CCNC(\C=C\C1=CC2=C(OCO2)C=C1C)=O)F